C(C(=C)C)(=O)OC(COC1=CC(=C(C=C1)C1=NC(=NC(=N1)C1=C(C=C(C=C1)C)C)C1=C(C=C(C=C1)C)C)O)CCCC 1-(4-(4,6-bis(2,4-dimethylphenyl)-1,3,5-triazin-2-yl)-3-hydroxyphenoxy)hexan-2-yl methacrylate